C1(=CC=CC=C1)C1CCC(CC1)C1=C(C(NC(N1)=O)=O)CC1=CC(=CC=C1)C(F)(F)F (e)-6-(4-phenylcyclohexyl)-5-(3-trifluoromethylbenzyl)-1H-pyrimidine-2,4-dione